CC(=O)O[C@@H]1C[C@@H]2[C@]3(CCCC([C@@H]3CC[C@]2([C@H]4[C@]1([C@H]5[C@@H](OCC5=CC4)O)C)C)(C)C)C The molecule is a scalarane sesterterpenoid that is the deoxo derivative of 12-epi-scalarin. It has been isolated from the sponge,Hyattella species. It has a role as an animal metabolite. It is an organic heteropentacyclic compound, a scalarane sesterterpenoid and an acetate ester. It derives from a 12-epi-scalarin.